FC=1C=NC=CC1CCC(=O)O 3-(3-fluoropyridin-4-yl)propionic acid